1H-benzo[e]indol C1C=NC=2C=CC3=C(C12)C=CC=C3